COC1=NC2=CC(=CC(=C2N=C1)C=1SC2=C(N1)C=CC1=C2C[C@H](O1)CNC(OCC1OCCCC1)=O)C (Tetrahydro-2H-pyran-2-yl)methyl (((S)-2-(2-methoxy-7-methylquinoxalin-5-yl)-7,8-dihydrobenzofuro[5,4-d]thiazol-7-yl)methyl)carbamate